CN(C1=CC=CC=C1)CC#C N-methyl-N-(prop-2-yn-1-yl)aniline